NC1=C(C(=O)NC23CCC(CC2)(CC3)O)C=C(C=N1)C1=CC=C(C=C1)[C@]13CN(C[C@@H]3C1)C1CCOCC1 2-amino-N-(4-hydroxybicyclo[2.2.2]octan-1-yl)-5-(4-((1S,5R)-3-(tetrahydro-2H-pyran-4-yl)-3-azabicyclo[3.1.0]hexan-1-yl)phenyl)nicotinamide